CC1=CC(=NN1)NC1=NC(=C2C=CC=NC2=C1)NC1CC2CCC(C1)N2[C@@H]2C[C@H](C2)C#N (trans)-3-((3-exo)-3-((7-((5-methyl-1H-pyrazol-3-yl)amino)-1,6-naphthyridin-5-yl)amino)-8-azabicyclo[3.2.1]octan-8-yl)cyclobutane-1-carbonitrile